ClC=1C=NC(=NC1)CN1C(=NC(=C1)C(F)(F)F)I 5-chloro-2-[[2-iodo-4-(trifluoromethyl)imidazol-1-yl]methyl]pyrimidine